C1(CCCCC1)CCOC(C)=O Acetic acid 2-cyclohexylethyl ester